C1(=CC=CC=C1)C1=C(C=CC(=C1)S(=O)(=O)C1=CC(=C(C=C1)O)C1=CC=CC=C1)O 2,2'-diphenyl-4,4'-sulfonyldiphenol